(S,S) or (S,R)-5-(2-hydroxypropan-2-yl)-N'-((3-methyl-1,2,3,5,6,7-hexa-hydrodicyclopenta[b,e]pyridin-8-yl)carbamoyl)thiazole-2-sulfonimidamide OC(C)(C)C1=CN=C(S1)[S@](=O)(N)=NC(NC1=C2C(=NC3=C1CCC3)[C@H](CC2)C)=O |o1:24|